BrC1=C(C=C2C(CC(N(C2=C1)C=1C(=NC(=CC1)C)C(C)C)=O)=O)F 7-bromo-6-fluoro-1-(2-isopropyl-6-methyl-pyridinyl)quinoline-2,4-dione